C1(=CC=CC=C1)C1=C2C(=CC(=C1)O2)C2=CC=CC=C2 2,6-diphenyl-p-phenylene ether